N-Ethyl-2-((4-((S)-3-((((trans-4-(ethanesulfonamido)cyclohexyl)methyl)amino)methyl)pyrrolidine-1-yl)pyrimidin-5-yl)oxy)-5-fluoro-N-isopropylbenzamide C(C)N(C(C1=C(C=CC(=C1)F)OC=1C(=NC=NC1)N1C[C@@H](CC1)CNC[C@@H]1CC[C@H](CC1)NS(=O)(=O)CC)=O)C(C)C